CC1=C(C2=CC3=CC=CC=C3[NH+]=C2C=C1)C(=O)O methyl-acridiniumcarboxylic acid